C(C)(C)(C)OC(=O)N1C(CC(CC1)C=O)(C)C.S(N)(=O)(=O)CNCCC1CN(C1)C1=NC=NC2=CC(=C(C=C12)OC)OC 4-(3-(2-sulfamoylmethylaminoethyl)azetidin-1-yl)-6,7-dimethoxyquinazoline tert-butyl-4-formyl-2,2-dimethylpiperidine-1-carboxylate